OC=1C=C(C=CC1)C1=C(C=C(C=C1)CN1CCNCC1)C 4-[[4-(3-hydroxyphenyl)-3-methylphenyl]methyl]piperazin